4-((trimethylsilyl)ethynyl)-2-methoxy-benzylalcohol C[Si](C)(C)C#CC1=CC(=C(CO)C=C1)OC